NC1=C2C(=C3C(=N1)C=C(N3)C(=O)N(C(COC)C)CC3=C(C=CC=C3F)F)COC2 5-amino-N-(2,6-difluorobenzyl)-N-(1-methoxypropan-2-yl)-6,8-dihydro-1H-furo[3,4-d]pyrrolo[3,2-b]pyridine-2-carboxamide